butyl fluoropropionate FC(C(=O)OCCCC)C